C(CCC)OC(=O)N1CCN(CC1)CCOS(=O)(=O)C.ClC=1C=NN(C1C[C@@H]1N(C(C2=CC=CC=C12)=O)CC1=CC(=C(C=C1)OC)F)C (S)-3-((4-chloro-1-methyl-1H-pyrazol-5-yl)methyl)-2-(3-fluoro-4-methoxybenzyl)isoindolin-1-one butyl-4-(2-((methylsulfonyl)oxy)ethyl)piperazine-1-carboxylate